The molecule is an N-substituted diamine that is ethylenediamine in which the four amino hydrogens are replaced by 2-pyridylmethyl groups. It has a role as a chelator and an apoptosis inducer. It is a member of pyridines, a tertiary amino compound and a N-substituted diamine. It derives from an ethylenediamine. C1=CC=NC(=C1)CN(CCN(CC2=CC=CC=N2)CC3=CC=CC=N3)CC4=CC=CC=N4